BrC1=CC(=C(C(=O)N2COC3=C(C2)C=CC=C3C3=CC(=C(C(=O)OC)C=C3F)N3C2COCC3CC2)C=C1OC)Cl methyl 4-[3-(4-bromo-2-chloro-5-methoxybenzoyl)-2,4-dihydro-1,3-benzoxazin-8-yl]-5-fluoro-2-(3-oxa-8-azabicyclo[3.2.1]octan-8-yl)benzoate